C(C)(C)(C)OC(=O)N1CC(N(CC1)C1=NC(=CC=C1)Cl)C 4-(6-chloropyridin-2-yl)-3-methylpiperazine-1-carboxylic acid tert-butyl ester